ClC1=C(C=C(OCC(=O)N[C@@H]2CN[C@H](CC2)C=2OC(=NN2)OCC2CC2)C=C1)F 2-(4-chloro-3-fluorophenoxy)-N-[(3S,6R)-6-[5-(2-cyclopropylmethoxy)-1,3,4-oxadiazol-2-yl]piperidin-3-yl]acetamide